NCC#CC1=C(C(=O)OC)C=CC(=C1)N1CCN(CC1)C(CCCCCNC(C[C@H]1C=2N(C3=C(C(=N1)C1=CC=C(C=C1)Cl)C(=C(S3)C)C)C(=NN2)C)=O)=O methyl (S)-2-(3-aminoprop-1-yn-1-yl)-4-(4-(6-(2-(4-(4-chlorophenyl)-2,3,9-trimethyl-6H-thieno[3,2-f][1,2,4]triazolo[4,3-a][1,4]diazepin-6-yl)acetamido)hexanoyl)piperazin-1-yl)benzoate